C(C(C)C)OC([C@@H](NP(=O)(OC1=CC=CC=C1)Cl)C)=O (chloro(phenoxy)phosphoryl)-L-alanine isobutyl ester